7-(4-C-azido-2-deoxy-2-fluoro-β-D-arabinofuranosyl)-5-fluoro-7H-Pyrrolo[2,3-d]pyrimidin-4-amine N(=[N+]=[N-])[C@]1([C@H]([C@@H]([C@@H](O1)N1C=C(C2=C1N=CN=C2N)F)F)O)CO